pentanoic acid succinimidyl ester C1(CCC(N1OC(CCCC)=O)=O)=O